3-AMINO-3-CYCLOBUTYL-PROPIONIC ACID NC(CC(=O)O)C1CCC1